2-(4-methoxyphenyl)-1-phenethyl-1H-benzo[d]imidazole COC1=CC=C(C=C1)C1=NC2=C(N1CCC1=CC=CC=C1)C=CC=C2